trans-8-((4-((cyclopropylmethyl)(o-tolyl)amino)cyclohexyl)(methyl)amino)-5-methyl-6-oxo-5,6-dihydro-1,5-naphthyridine-2,7-dicarbonitrile C1(CC1)CN([C@@H]1CC[C@H](CC1)N(C1=C(C(N(C=2C=CC(=NC12)C#N)C)=O)C#N)C)C1=C(C=CC=C1)C